N-(4-{[5-fluoro-7-(2-methoxyethoxy)quinazolin-4-yl]amino}phenyl)-2-[4-(propan-2-yl)-1H-1,2,3-triazol-1-yl]acetamide tosylate S(=O)(=O)(O)C1=CC=C(C)C=C1.FC1=C2C(=NC=NC2=CC(=C1)OCCOC)NC1=CC=C(C=C1)NC(CN1N=NC(=C1)C(C)C)=O